C(#N)C=1C=C(C=NC1OC(C)C)C1=NC=NO1 5-(5-cyano-6-isopropoxypyridin-3-yl)-1,2,4-oxadiazole